N-(5,6-dimethoxybenzothiazol-2-yl)-2-{3-[(4-fluorophenyl)sulfonyl]phenyl}-2-(4-methoxyphenoxy)acetamide COC=1C(=CC2=C(N=C(S2)NC(C(OC2=CC=C(C=C2)OC)C2=CC(=CC=C2)S(=O)(=O)C2=CC=C(C=C2)F)=O)C1)OC